C(C)(C)(C)N(C(O)=O)C1=C(C=C(C=C1)C=1N=C(N2C1C(=NC=C2)N)CCN2CCC(CC2)N(C)C)OC.COC(C2CCNCC2)OC 4-(dimethoxymethyl)piperidine tert-Butyl-(4-(8-amino-3-(2-(4-(dimethylamino)piperidin-1-yl)ethyl)imidazo[1,5-a]pyrazin-1-yl)-2-methoxyphenyl)carbamate